(2R,3S,5R)-5-(6-amino-2-chloro-purin-9-yl)-2-ethynyl-2-(hydroxymethyl)tetrahydrofuran-3-ol NC1=C2N=CN(C2=NC(=N1)Cl)[C@H]1C[C@@H]([C@](O1)(CO)C#C)O